BrC=1C(=C(C(=C(C1)C1=C(C(=C(C(=C1Br)Br)Br)Br)Br)Br)Br)Br dibromo-heptabromobiphenyl